(S)-2-ethoxy-3-(4-(4-((methylsulfonyl)oxy)phenylethoxy)phenyl)propanoic acid C(C)O[C@H](C(=O)O)CC1=CC=C(C=C1)OCCC1=CC=C(C=C1)OS(=O)(=O)C